2-(2-(4-amino-6-cyclopentyl-9H-pyrimido[4,5-b]indol-9-yl)acetyl)-N-(6-bromopyridin-2-yl)-5-methyl-2-azabicyclo[3.1.0]hexane-3-carboxamide NC1=NC=NC=2N(C3=CC=C(C=C3C21)C2CCCC2)CC(=O)N2C1CC1(CC2C(=O)NC2=NC(=CC=C2)Br)C